NC1=CC=C(C(=C1C(=O)N(C)C)F)C=1C(=C2C(=NC1)NCC21CCC(CC1)S(=O)(=O)C)Cl 6-Amino-3-(4'-chloro-4-(methylsulfonyl)-1',2'-dihydrospiro[cyclohexane-1,3'-pyrrolo[2,3-b]pyridin]-5'-yl)-2-fluoro-N,N-dimethylbenzamide